N,N'-bis(2,2,6,6-tetra-methylpiperidin-4-yl)hexamethylenediamine CC1(NC(CC(C1)NCCCCCCNC1CC(NC(C1)(C)C)(C)C)(C)C)C